C(CCCCCCCCCCCCC)(=O)NC1=CC=C(C=C1)CC(=O)O 2-(4-tetradecanamidophenyl)acetic acid